C(C1=CC=CC=C1)OP(=O)(OCC1=CC=CC=C1)OCOC(=O)N(CC(=O)OCC1=CC=CC=C1)CC=1C(=NC=CC1)N(C)C(=O)Cl benzyl N-((((bis(benzyloxy)phosphoryl)oxy)methoxy)carbonyl)-N-((2-((chlorocarbonyl)(methyl)amino)pyridin-3-yl)methyl)glycinate